NC(C(=O)O)CC1=CC=C(C=C1)O 2-Amino-3-(4-hydroxyphenyl)propanoic acid